N-(trifluoromethylsulfoxy)phthalimide (N-(trifluoromethylsulfoxy) imide) FC(F)(F)OS(ON=C1C=2C(C(N1OS(=O)(=O)OC(F)(F)F)=O)=CC=CC2)(=O)=O